dimethoxyisobutyrophenone COCC(C(=O)C1=CC=CC=C1)(C)OC